1-(3-cyano-4-sec-butoxy-phenyl)-imidazole-4-formic acid C(#N)C=1C=C(C=CC1OC(C)CC)N1C=NC(=C1)C(=O)O